CC1CC2(CCCC2=O)CCN1C(=O)OC(C)(C)C tert-butyl 7-methyl-1-oxo-8-azaspiro[4.5]decane-8-carboxylate